C(C)C1=CC=C(C=C1)Cl p-ethyl-chlorobenzene